glyceryl stearate (GLYCERYL STEARATE) C(C(O)CO)C(C(=O)O)CCCCCCCCCCCCCCCC.C(CCCCCCCCCCCCCCCCC)(=O)OCC(O)CO